azacyclopentane N1CCCC1